FC(OC=1C=CC(=C(C1)N1C(N(C2=C1C=CC(=C2)C(=O)N[C@]2(CS(CC2)(=O)=O)C)C(C)C)=O)F)F (R)-1-(5-(Difluoromethoxy)-2-fluorophenyl)-3-isopropyl-N-(3-methyl-1,1-dioxidotetrahydrothiophen-3-yl)-2-oxo-2,3-dihydro-1H-benzo[d]imidazole-5-carboxamide